CC1=C(OC2=C(C=C(C=C2C1=O)C)C(C)NC1=C(C(=O)O)C=CC=C1)N1CCCCC1 2-[1-[3,6-dimethyl-4-oxo-2-(1-piperidinyl)chromen-8-yl]ethylamino]benzoic acid